CC1=CC=C(C=C1)C(CO)(C#C)O 2-(4-methylphenyl)-but-3-yne-1,2-diol